C1=CC=C(C=C1)C2=NNN=CC2=O HYDROXYPHENYLTRIAZINE